C(#N)C=1C=NC=C(C(=O)N[C@@H](C)C2=CC=C(C=C2)F)C1 5-cyano-N-[(S)-1-(4-fluoro-phenyl)-ethyl]-nicotinamide